FC1=C(N)C=C(C(=C1)OC1=CC=2N(C=C1)N=CN2)C 2-fluoro-5-methyl-4-[[1,2,4]triazolo[1,5-a]pyridin-7-yloxy]aniline